(phenylamino)-2,5-dihydrofuran-3-carboxylic acid methyl ester COC(=O)C=1C(OCC1)NC1=CC=CC=C1